(p-tolylamino)-3-(3-(trifluoromethyl)phenyl)propionic acid C1(=CC=C(C=C1)NC(C(=O)O)CC1=CC(=CC=C1)C(F)(F)F)C